COC=1C=C(C=CC1)C=1C=C(OC1)C(=O)NC1=NC(=NS1)CC(C)=O 4-(3-methoxyphenyl)-N-(3-(2-oxopropyl)-1,2,4-thiadiazol-5-yl)furan-2-carboxamide